BrC1=C(C=C(C=C1)[N+](=O)[O-])OCCCOC 1-bromo-2-(3-methoxypropoxy)-4-nitro-benzene